tert-Butyl 2-(3-acetyl-7-fluoro-5-(2-methylpyrimidin-5-yl)-1H-indazol-1-yl)acetate C(C)(=O)C1=NN(C2=C(C=C(C=C12)C=1C=NC(=NC1)C)F)CC(=O)OC(C)(C)C